COC1=CC=CC(=C1O)CC=C o-eugenol